C1(CC1)S(=O)(=O)NC1=CC(=NC=C1)[C@@H](CN1CCNCC1)NC(=O)C=1SC(=CN1)C1=NC(=CN=C1)OCC (R)-N-(1-(4-(cyclopropanesulfonamido)pyridin-2-yl)-2-(piperazin-1-yl)ethyl)-5-(6-ethoxypyrazin-2-yl)thiazole-2-carboxamide